COPPER CALCIUM [Ca].[Cu]